NC(C(CC=1C(NC=CC1)=O)NC(=O)[C@@H]1[C@H]2C([C@H]2CN1C([C@H](C(C)(C)C)NC(C(F)(F)F)=O)=O)(C)C)=O (1R,2S,5S)-N-(1-amino-1-oxo-3-(2-oxo-1,2-dihydropyridin-3-yl)propan-2-yl)-3-((S)-3,3-dimethyl-2-(2,2,2-trifluoroacetamido)butanoyl)-6,6-dimethyl-3-azabicyclo[3.1.0]hexane-2-carboxamide